(S)-2-(4,5-dimethyl-6-((1-methylpiperidin-3-yl)amino)pyridazin-3-yl)-5-(trifluoromethyl)phenol CC1=C(N=NC(=C1C)N[C@@H]1CN(CCC1)C)C1=C(C=C(C=C1)C(F)(F)F)O